octamethyl-1,7-dihydroxytetrasiloxane C[Si](O[Si](O[Si](O[Si](O)(C)C)(C)C)(C)C)(O)C